6-bromo-1-(2-morpholinylethyl)-2-oxo-N-spiro[3.3]Hept-2-yl-1,8-naphthyridine-3-carboxamide BrC=1C=C2C=C(C(N(C2=NC1)CCN1CCOCC1)=O)C(=O)NC1CC2(C1)CCC2